4-[4-(4-fluorophenoxy)piperidin-1-yl]-1,6-dimethyl-2-oxo-1,2-dihydroquinoline-3-carbonitrile FC1=CC=C(OC2CCN(CC2)C2=C(C(N(C3=CC=C(C=C23)C)C)=O)C#N)C=C1